(2R,3R)-2-(tert-butoxycarbonylamino)-3-hydroxy-butyric acid C(C)(C)(C)OC(=O)N[C@@H](C(=O)O)[C@@H](C)O